CN(CC(=O)N(C)C1CC2=C(N=C(S2)C2=NNC(=C2C(C)C)C=2C=C(C=3N(C2)N=CN3)OC)CC1)C 2-(dimethylamino)-N-(2-(4-isopropyl-5-(8-methoxy-[1,2,4]triazolo[1,5-a]pyridin-6-yl)-1H-pyrazol-3-yl)-4,5,6,7-tetrahydrobenzo[d]thiazol-6-yl)-N-methylacetamide